[(3S)-pyrrolidin-3-yl] 6-[6-[5-(6-methyl-2-pyridyl)-1H-imidazol-4-yl]-3-quinolyl]pyridine-3-carboxylate CC1=CC=CC(=N1)C1=C(N=CN1)C=1C=C2C=C(C=NC2=CC1)C1=CC=C(C=N1)C(=O)O[C@@H]1CNCC1